2,2-dimethyl-7-nitro-9-phenyl-1,2,3,9-tetrahydro-4H-carbazol-4-one CC1(CC=2N(C3=CC(=CC=C3C2C(C1)=O)[N+](=O)[O-])C1=CC=CC=C1)C